N-(2-aminoethyl)-4-(9H-purin-6-yl)-3,4-dihydro-2H-1,4-thiazine-6-carboxamide hydrochloride Cl.NCCNC(=O)C1=CN(CCS1)C1=C2N=CNC2=NC=N1